tert-butyl (1-(2-bromo-6-chloropyridin-4-yl)-1-hydroxy-3-methylbutan-2-yl)carbamate BrC1=NC(=CC(=C1)C(C(C(C)C)NC(OC(C)(C)C)=O)O)Cl